ethyl 6-(4-fluorophenyl)-4-hydroxy-1-(2-morpholinoethyl)-2-oxo-1,2-dihydroquinoline-3-carboxylate FC1=CC=C(C=C1)C=1C=C2C(=C(C(N(C2=CC1)CCN1CCOCC1)=O)C(=O)OCC)O